CC1=C(OC2=C(C=C(C=C2C1=O)C)C(C)NC1=C(C(=O)O)C=CC=C1)C=1N=CC=2N(C1)C=C(N2)C 2-((1-(3,6-Dimethyl-2-(2-methylimidazo[1,2-a]pyrazin-6-yl)-4-oxo-4H-chromen-8-yl)ethyl)amino)benzoic acid